N1C=C(C2=CC=CC=C12)CCC1N(CCC2=CC(=C(C=C12)OC)OC)CC1CCC2(CCNCC2)CC1 9-((1-(2-(1H-indol-3-yl)ethyl)-6,7-dimethoxy-3,4-dihydroisoquinolin-2(1H)-yl)methyl)-3-azaspiro[5.5]undecane